BrC1=CC=C(C=C1)N1C(=CC=CC1=O)C=O 1-(4-bromophenyl)-6-oxo-pyridine-2-carbaldehyde